C(C)O[Si](C1=C(C=CC=C1)C(=C)C1=C(C=CC=C1)[Si](OCC)(OCC)OCC)(OCC)OCC 1,1-bis(2-triethoxysilylphenyl)ethylene